N-(4-((2-(1,1-difluoroethyl)-6-methylpyrimidin-4-yl)amino)-5-(6-(dimethylamino)pyrimidin-4-yl)pyridin-2-yl)acetamide FC(C)(F)C1=NC(=CC(=N1)NC1=CC(=NC=C1C1=NC=NC(=C1)N(C)C)NC(C)=O)C